2-[(4-chloro-3-fluorophenyl)acetyl]-8,8-dimethyl-7-oxo-2-azaspiro[3.5]non-5-ene-6-carbonitrile ClC1=C(C=C(C=C1)CC(=O)N1CC2(C1)C=C(C(C(C2)(C)C)=O)C#N)F